CC1=C(C=C(C(=O)NCC2=NC=C3C=CC(=NC3=C2)N2CC(CCC2)C(=O)O)C=C1)S(=O)(=O)C 1-(7-((4-methyl-3-(methylsulfonyl)benzamido)methyl)-1,6-naphthyridin-2-yl)piperidine-3-carboxylic acid